(Z)-N-(5-Chloro-4-methyl-2-(trifluoromethyl)pyridin-3-yl)-2-fluoro-3-(7-fluoro-1-(tetrahydro-2H-pyran-2-yl)-1H-indazol-6-yl)acrylamide ClC=1C(=C(C(=NC1)C(F)(F)F)NC(/C(=C/C1=CC=C2C=NN(C2=C1F)C1OCCCC1)/F)=O)C